ethyl 2-(3,4-dichlorophenyl)-1-ethyl-6-iodo-4-oxo-pyridine-3-carboxylate ClC=1C=C(C=CC1Cl)C=1N(C(=CC(C1C(=O)OCC)=O)I)CC